C(#N)C1=CC=C(C=C1)C[C@@H](C(=O)NC1C(NCCCC1)=O)NC(=O)NC1=CC=C(C=C1)F (2S)-3-(4-Cyanophenyl)-2-(3-(4-fluorophenyl)ureido)-N-(2-oxoazepan-3-yl)propanamide